5-Bromo-7-hydroxy-1,3-dimethylquinolin-2(1H)-one BrC1=C2C=C(C(N(C2=CC(=C1)O)C)=O)C